[C@]12(COC[C@H]2C1)N1C=C(C(=CC1=O)NC1CCN(CC1)C)C(=O)N[C@H](C)C1=C(C(=CC=C1)C(F)F)F 1-((1S,5S)-3-oxabicyclo[3.1.0]hexan-1-yl)-N-((R)-1-(3-(difluoromethyl)-2-fluorophenyl)ethyl)-4-((1-methylpiperidin-4-yl)amino)-6-oxo-1,6-dihydropyridine-3-carboxamide